(2S,4R)-1-[(2S)-2-(4-cyclopropyltriazol-1-yl)-3,3-dimethyl-butanoyl]-4-hydroxy-N-[4-hydroxy-2-[4-(trifluoromethyl)phenyl]butyl]pyrrolidine-2-carboxamide C1(CC1)C=1N=NN(C1)[C@H](C(=O)N1[C@@H](C[C@H](C1)O)C(=O)NCC(CCO)C1=CC=C(C=C1)C(F)(F)F)C(C)(C)C